2-oxo-2-(1H-pyrrol-2-yl)acetamide O=C(C(=O)N)C=1NC=CC1